3-((2'-Chloro-4,5,5',6'-tetrahydro-2H-spiro[furan-3,8'-pyrano[3,4-b]pyridin]-4'-yl)oxy)propanol ClC1=CC(=C2C(=N1)C1(OCC2)COCC1)OCCCO